N-ethylpseudouridine C(C)N1C=C([C@H]2[C@H](O)[C@H](O)[C@@H](CO)O2)C(NC1=O)=O